C(#N)C(C)(C)C1=CC=C(C=C1)NC=1N=CC2=C(N1)CN(CC2)C(=O)OC(C)(C)C tert-butyl 2-{[4-(1-cyano-1-methylethyl)phenyl]amino}-5H,6H,7H,8H-pyrido[3,4-d]pyrimidine-7-carboxylate